6,7-dichloro-4-hydroxy-1-(2-isopropyl-4-methylpyridin-3-yl)-1,8-naphthyridine ClC=1C=C2C(=CCN(C2=NC1Cl)C=1C(=NC=CC1C)C(C)C)O